C1(=C(C=C(C=C1[2H])[2H])[2H])N(C1=C(C(=C(C=O)C(=C1[2H])[2H])[2H])[2H])C1=C(C=C(C=C1[2H])[2H])[2H] 4-(bis(phenyl-2,4,6-d3)amino)benzaldehyde-2,3,5,6-d4